5-(4-(methylthio)phenyl)-7-(trifluoromethyl)pyrazolo[1,5-a]pyrimidine CSC1=CC=C(C=C1)C1=NC=2N(C(=C1)C(F)(F)F)N=CC2